(S)-4-chloro-3-(4-(2-cyclohexyl-2-(1-(penta-1,4-dien-3-yl)-1H-pyrazole-5-carboxamido)acetamido)phenyl)-2-methylpyridine 1-oxide ClC1=C(C(=[N+](C=C1)[O-])C)C1=CC=C(C=C1)NC([C@@H](NC(=O)C1=CC=NN1C(C=C)C=C)C1CCCCC1)=O